Cl.N1C=NC(=C1)C1=CC=C(C=C1)C(C(=O)NCC1=CC(=CC=C1)Cl)N1C(C(C2=CC=CC=C12)=O)=O (4-(1H-imidazol-4-yl)phenyl)-N-(3-chlorobenzyl)-2-(2,3-dioxoindolin-1-yl)acetamide hydrochloride